ClC(C1=NC(=NO1)C1=CC=C(C=C1)NC=1C(C(C1NCC=1N=CSC1)=O)=O)(F)F 3-((4-(5-(chlorodifluoromethyl)-1,2,4-oxadiazol-3-yl)phenyl)amino)-4-((thiazol-4-ylmethyl)amino)cyclobut-3-ene-1,2-dione